methyl 4-amino-3-(((1-(cyanomethyl)cyclopropyl)methyl)amino)benzoate NC1=C(C=C(C(=O)OC)C=C1)NCC1(CC1)CC#N